(1R,2R)-1-Methyl-2-[[5-[2-[(1-methylsulfonylpiperidin-4-yl)amino]-5-(trifluoromethyl)pyrimidin-4-yl]-1,3-thiazol-2-yl]amino]cyclopentan-1-ol C[C@@]1([C@@H](CCC1)NC=1SC(=CN1)C1=NC(=NC=C1C(F)(F)F)NC1CCN(CC1)S(=O)(=O)C)O